2-(2-chlorophenyl)-1-(pyrrolidin-1-yl)prop-2-en-1-one ClC1=C(C=CC=C1)C(C(=O)N1CCCC1)=C